Br/C=C/[Si](C)(C)C trans-(2-bromovinyl)trimethylsilane